CC1=NOC(=C1C=1C=C(C(=NC1)NC1CCC(CC1)OC)CC(=O)N)C 5-(3,5-dimethylisoxazol-4-yl)-2-((((1r,4r)-4-methoxycyclohexyl)amino)pyridin-3-yl)acetamide